C(C)(=O)OCC(OC)C 2-methyl-2-methoxy-ethyl acetate